C1(CCCCC1)CCC=1C=C(C=C2C=CN(C12)C)F 7-(2-cyclohexylethyl)-5-fluoro-1-methyl-1H-indole